FC=1C=C2C=CN(C(C2=CC1)=C=O)C1=CC(=C(C(=C1)C)C(C(=O)N)C(C)(C)C)C (4-(6-fluoro-1-carbonylisoquinolin-2(1H)-yl)-2,6-dimethylphenyl)-3,3-dimethylbutyramide